(S)-2-((3-cyano-2-((S)-2-carbonyl-4-(trifluoromethyl)oxazolidin-3-yl)-5,6-dihydrobenzo[f]imidazo[1,2-d][1,4]oxazepin-9-yl)amino)propanamide C(#N)C1=C(N=C2N1CCOC1=C2C=CC(=C1)N[C@H](C(=O)N)C)N1C(OC[C@H]1C(F)(F)F)=C=O